1,6-anhydro-4-azido-4-deoxy-β-D-glucopyranose N(=[N+]=[N-])[C@H]1[C@@H]([C@H]([C@H]2O[C@@H]1CO2)O)O